Cl.Cl.NC[C@H](C1=CC=CC=C1)NC=1NC(/C(/N1)=C/C=1C=C2N=CC=NC2=CC1)=O (4Z)-2-[[(1S)-2-Amino-1-phenyl-ethyl]amino]-4-(quinoxalin-6-ylmethylene)-1H-imidazol-5-one dihydrochloride